CCCCC[C@@H](/C=C/[C@H]1[C@@H](CC(=O)[C@@H]1C/C=C\\CCCC(=O)OCC(CO)O)O)O The molecule is a 1-monoglyceride resulting from the condensation of the carboxy group of prostaglandin E2 with the 1-hydroxy group of glycerol. It has a role as a human metabolite. It is a 1-monoglyceride, an alicyclic ketone, a prostaglandins E, a tetrol and a secondary allylic alcohol. It derives from a prostaglandin E2.